ClC=1C=NC=C(C1C(C(=O)O)(C)C)OC 2-(3-chloro-5-methoxypyridin-4-yl)-2-methylpropanoic acid